(oxetan-3-yl)-5,7-dihydropyrrolo[3,4-b]pyridine-3-carboxamide O1CC(C1)C1=C(C=C2C(=N1)CNC2)C(=O)N